Methyl 4-[3-(4-bromo-2,6-dichlorobenzoyl)-2,4-dihydro-1,3-benzothiazin-8-yl]-5-fluoro-2-morpholin-4-ylbenzoate BrC1=CC(=C(C(=O)N2CSC3=C(C2)C=CC=C3C3=CC(=C(C(=O)OC)C=C3F)N3CCOCC3)C(=C1)Cl)Cl